C(C)(C)C1CCC(CC1)OC(=O)N[C@@H](CC(C)C)C(=O)OC methyl (((4-isopropylcyclohexyl)oxy)carbonyl)-L-leucinate